8-(4-phenethylpiperidine-1-carbonyl)-5,10-dihydro-11H-dibenzo[b,e][1,4]diazepin-11-one C(CC1=CC=CC=C1)C1CCN(CC1)C(=O)C=1C=CC2=C(NC(C3=C(N2)C=CC=C3)=O)C1